N-(2-(3-(Dimethylamino)propoxy)-5-(3'-methyl-2'-oxo-2',3'-dihydrospiro[cyclobutane-1,1'-pyrrolo[2,3-c]quinolin]-8'-yl)pyridin-3-yl)isothiazole-5-sulfonamide hydrochloride Cl.CN(CCCOC1=NC=C(C=C1NS(=O)(=O)C1=CC=NS1)C1=CC=2C3=C(C=NC2C=C1)N(C(C31CCC1)=O)C)C